1-{[(4,5-dibromo-3-fluoro-2-thienyl)carbonyl]amino}cyclobutanecarboxylic acid BrC=1C(=C(SC1Br)C(=O)NC1(CCC1)C(=O)O)F